C(C)C1=C(C(=CC=C1)CC)CC[Mg] 2,6-diethylphenylethylmagnesium